N-(4-iodophenyl)tetrahydro-2H-pyran-4-carboxamide IC1=CC=C(C=C1)NC(=O)C1CCOCC1